C(C(C)C)C(COC)(COC)CC(C)C 2,2-diiso-butyl-1,3-dimethoxypropane